The molecule is a nitroso compound that is hydrogen sulfide in which one of the hydrogens is replaced by a nitroso group. It has a role as a signalling molecule. It is a nitroso compound, a hydracid and an inorganic molecular entity. N(=O)S